FC(C=1C=C(C=CC1)NC(N(CC1=NNC(=C1)C(F)(F)F)C12CC(C1)(C2)OC)=O)F 3-(3-(difluoromethyl)phenyl)-1-(3-methoxybicyclo[1.1.1]pentan-1-yl)-1-((5-(trifluoromethyl)-1H-pyrazol-3-yl)methyl)urea